Methyl-1,2,3,4-tetrahydroquinoline-1-carboxylate COC(=O)N1CCCC2=CC=CC=C12